(S)-1-(cyclopropylmethyl)-4-(1-(6-(4-fluoro-1H-pyrazol-1-yl)pyridin-3-yl)ethyl)-1,4,9-triazaspiro[5.5]undecane-2,5-dione C1(CC1)CN1C(CN(C(C12CCNCC2)=O)[C@@H](C)C=2C=NC(=CC2)N2N=CC(=C2)F)=O